(R)-3-methyl-N-benzoylpiperazine C[C@@H]1CN(CCN1)C(C1=CC=CC=C1)=O